OCC([C@@H](C[C@H]1C(NCC1)=O)NC(=O)[C@H]1N(CCN(C1)C1=CC=CC=C1)C(=O)C1(C2=CC=CC=C2C=2C=CC=CC12)O)=O (S)-N-((R)-4-hydroxy-3-oxo-1-((S)-2-oxopyrrolidin-3-yl)butan-2-yl)-1-(9-hydroxy-9H-fluorene-9-carbonyl)-4-phenylpiperazine-2-carboxamide